(S)-8-Amino-3-(2-(1-cyclopropylethyl)-1-oxoisoindolin-5-yl)-N-(3-hydroxycyclobutyl)imidazo[1,2-a]pyrazine-6-carboxamide, trifluoroacetate salt FC(C(=O)O)(F)F.NC=1C=2N(C=C(N1)C(=O)NC1CC(C1)O)C(=CN2)C=2C=C1CN(C(C1=CC2)=O)[C@@H](C)C2CC2